B(C1=CC(=CC=C1)S(=O)(=O)N(C)C(C)(C)C)(O)O 3-(N-T-BUTYL-N-METHYLSULFAMOYL)PHENYLBORONIC ACID